5-(((2R,5S)-3-(3-Chloro-4-cyanophenyl)-2-(trifluoromethyl)oxazolidin-5-yl)methoxy)picolinonitril ClC=1C=C(C=CC1C#N)N1[C@H](O[C@@H](C1)COC=1C=CC(=NC1)C#N)C(F)(F)F